tert-butyl (S)-4-(6,7-dichloro-2-(((S)-1-methylpyrrolidin-2-yl) methoxy) pyrido[2,3-d]pyrimidin-4-yl)-3-methylpiperazine-1-carboxylate ClC1=CC2=C(N=C(N=C2N2[C@H](CN(CC2)C(=O)OC(C)(C)C)C)OC[C@H]2N(CCC2)C)N=C1Cl